1,3-diphenyl-5-(4-tert-butyl-phenyl)-pyrazoline C1(=CC=CC=C1)N1NC(=CC1C1=CC=C(C=C1)C(C)(C)C)C1=CC=CC=C1